(R)-2-((4-oxaspiro[2.5]octan-8-yl)amino)-6-cyclopropylnicotinonitrile C1CC12OCCC[C@H]2NC2=C(C#N)C=CC(=N2)C2CC2